N(C(=O)N)CCNC1=CC=C(C=C1)[N+](=O)[O-] 1-(β-ureidoethyl)amino-4-nitrobenzene